N1C(=O)NC=2N=CNC2C1=O.[Pb] lead xanthine